C(C)N1C(=NC=C1)S(=O)(=O)NC=1C=CC(=C2C=CC=NC12)F 1-ethyl-N-(5-fluoroquinolin-8-yl)-1H-imidazole-2-sulfonamide